bromo-5''-chlorodispiro[imidazolidine-4,1'-cyclohexane-4',1''-indene]-2,5-dione BrC=1C2(C3=CC=C(C=C3C1)Cl)CCC1(CC2)NC(NC1=O)=O